C1(CC1)C1=CC=C2C(C(=NN(C2=C1)C(C)C)CCO[Si](C(C)C)(C(C)C)C(C)C)=O 7-cyclopropyl-1-isopropyl-3-(2-((triisopropylsilyl)oxy)ethyl)cinnolin-4(1H)-one